C(C)(C)(C)OC(=O)N1CCN(CC1)C=1C=NC(=CC1)N1CC=2C(=NC=CC2C1=O)C1=C(C=CC=C1OC)F 4-(6-(4-(2-fluoro-6-methoxyphenyl)-1-oxo-1,3-dihydro-2H-pyrrolo[3,4-c]pyridin-2-yl)pyridin-3-yl)piperazine-1-carboxylic acid tert-butyl ester